(S)-2-(fluoromethyl)-1-(oxetan-2-ylmethyl)-1H-benzo[d]imidazole-6-carboxylic acid methyl ester COC(=O)C=1C=CC2=C(N(C(=N2)CF)C[C@H]2OCC2)C1